2-oxoimidazolidin O=C1NCCN1